mercury chromium telluride [Te-2].[Cr+3].[Hg+].[Te-2]